4-((5-chloro-2-fluorophenyl) amino)-6-nitroquinazolin-7-yl triflate O(S(=O)(=O)C(F)(F)F)C1=C(C=C2C(=NC=NC2=C1)NC1=C(C=CC(=C1)Cl)F)[N+](=O)[O-]